C(C1=C(C(=CC(=C1)C(CC(C)(C)C)(C)C)N1N=C2C(=N1)C=CC=C2)O)C2=C(C(=CC(=C2)C(CC(C)(C)C)(C)C)N2N=C1C(=N2)C=CC=C1)O 2,2'-methylene-bis-(6-(2H-benzotriazol-2-yl)-4-(1,1,3,3-tetramethyl-butyl)-phenol)